FC1(C(C1)C1=CC(=NN1)NC([C@H](C)C=1C=NN(C1)C1=CC(=CC(=C1)F)F)=O)F (R)-N-(5-(2,2-difluorocyclopropyl)-1H-pyrazol-3-yl)-2-(1-(3,5-difluorophenyl)-1H-pyrazol-4-yl)propanamide